3-(3-((2-((4-(4-(azetidin-1-yl)piperidin-1-yl)-3-methoxyphenyl)amino)-5-methylthieno[2,3-d]pyrimidin-4-yl)amino)phenyl)oxetan-3-ol N1(CCC1)C1CCN(CC1)C1=C(C=C(C=C1)NC=1N=C(C2=C(N1)SC=C2C)NC=2C=C(C=CC2)C2(COC2)O)OC